benzyl ((3R,5R)-5-hydroxypiperidin-3-yl)carbamate O[C@@H]1C[C@H](CNC1)NC(OCC1=CC=CC=C1)=O